ClC1=NC=CC(=C1Cl)C=1CCN(CC1)CC=1C=C2C(N(C(C2=CC1)=O)N1C(NC(CC1)=O)=O)=O 5-((2',3'-dichloro-3,6-dihydro-[4,4'-bipyridin]-1(2H)-yl)methyl)-2-(2,4-dioxotetrahydropyrimidin-1(2H)-yl)isoindoline-1,3-dione